8-methoxy-2,2,14,14-tetramethylpentadecanedioic acid COC(CCCCCC(C(=O)O)(C)C)CCCCCC(C(=O)O)(C)C